C(C)OC(=O)C1CC(C1)([N+](=O)[O-])CCC(=O)OC (1r,3s)-3-(3-methoxy-3-oxopropyl)-3-nitrocyclobutane-1-carboxylic acid ethyl ester